FC1(CC2(C(N(C=3C2=NC(=CC3)C)CC3=CC=C(C=C3)OC)=O)C1)F 3,3-difluoro-1'-(4-methoxybenzyl)-5'-methyl-spiro(cyclobutane-1,3'-pyrrolo[3,2-b]pyridin)-2'(1'H)-one